FC1=C(C=CC=C1)C1=C(C(=CC=C1)COC1=NC=2CCN(CC2C=C1)CC(=O)O)C 2-(2-((2'-Fluoro-2-methyl-[1,1'-biphenyl]-3-yl)methoxy)-7,8-dihydro-1,6-naphthyridin-6(5H)-yl)acetic acid